N-((1-(6,7-dimethoxyquinazolin-4-yl)azetidin-3-yl)methyl)sulfamide COC=1C=C2C(=NC=NC2=CC1OC)N1CC(C1)CNS(=O)(=O)N